FC=1C=CC=C2C[C@H]([C@H](C12)NC([O-])=O)O (1S,2R)-7-Fluoro-2-hydroxy-2,3-dihydro-1H-inden-1-yl-carbamat